O1CCNCCOCCN1 1,7-dioxa-4,10-diazacyclodecane